tert-Butyl N-[(11S)-6-(benzyloxy)-6,17-bis(trifluoromethyl)-21-oxa-3,4,15,20-tetraazatetracyclo[14.3.1.12,5.011,15]henicosa-1(20),2,4,8,16,18-hexaen-19-yl]carbamate C(C1=CC=CC=C1)OC1(C2=NN=C(C=3C(=CC(=C(N4CCC[C@H]4CC=CC1)N3)C(F)(F)F)NC(OC(C)(C)C)=O)O2)C(F)(F)F